F[C@H](CF)C1=C(C=C(C=C1F)F)[C@@H]1C2=C(NC(=C1C(=O)OC)CF)COC2=O methyl (R)-4-(2-((S)-1,2-difluoroethyl)-3,5-difluorophenyl)-2-(fluoromethyl)-5-oxo-1,4,5,7-tetrahydrofuro[3,4-b]pyridine-3-carboxylate